[Pt]=O.[Zn].[Co] cobalt-zinc-platinum oxide